(3-(7,7-difluoro-2-((2S,3R)-3-hydroxy-2-methylazetidin-1-yl)-6,7-dihydro-5H-cyclopenta[d]pyrimidin-4-yl)-5-fluorophenyl)(imino)(methyl)-λ6-sulfanone FC1(CCC2=C1N=C(N=C2C=2C=C(C=C(C2)F)S(=O)(C)=N)N2[C@H]([C@@H](C2)O)C)F